FC1(C(C1)C1=CC=CC(=N1)[Sn](C)(C)C)F [6-(2,2-difluorocyclopropyl)-2-pyridinyl]Trimethylstannane